(3-((4-((2-methoxy-4-phenylthiazol-5-yl)oxy)pyridin-2-yl)amino)phenyl)propan-2-ol COC=1SC(=C(N1)C1=CC=CC=C1)OC1=CC(=NC=C1)NC=1C=C(C=CC1)CC(C)O